tert-butyl (S)-3-(3-(benzyloxy)-2-((tert-butoxycarbonyl)amino)propoxy-3,3-d2)propanoate C(C1=CC=CC=C1)OC([C@H](COCCC(=O)OC(C)(C)C)NC(=O)OC(C)(C)C)([2H])[2H]